2-(methoxymethyl)-2-methyl-4,7-Dihydro-1H-pyrrolo[3',2':5,6]pyrido[3,4-b]pyrazin-3(2H)-one COCC1(NC2=C(NC1=O)C=NC1=C2C=CN1)C